(S)-isoxazoline O1N=CCC1